2-bromo-4-(ethylamino)benzonitrile BrC1=C(C#N)C=CC(=C1)NCC